4-[4-fluoro-6-(7-fluoro-2-methyl-indazol-5-yl)benzotriazol-2-yl]piperidine-1-carboxylic acid tert-butyl ester C(C)(C)(C)OC(=O)N1CCC(CC1)N1N=C2C(=N1)C=C(C=C2F)C2=CC1=CN(N=C1C(=C2)F)C